ethyl 6-(2,6-dichloro-3,5-dimethoxyphenyl)-1-(4-methoxybenzyl)-4,5,6,7-tetrahydro-1H-indazole-3-carboxylate ClC1=C(C(=C(C=C1OC)OC)Cl)C1CCC=2C(=NN(C2C1)CC1=CC=C(C=C1)OC)C(=O)OCC